C(#N)C=1N=CC(=NC1)NC1=CC(=C(N=N1)C1CC1)NCC1CCN(CC1)C(=O)OC(C)(C)C tert-butyl 4-((6-(5-cyanopyrazin-2-ylamino)-3-cyclopropylpyridazin-4-ylamino)methyl)piperidine-1-carboxylate